ClC1=CC=C(CCC2=NOC(=N2)CC(C(=O)O)=C)C=C1 2-((3-(4-chlorophenethyl)-1,2,4-oxadiazol-5-yl)methyl)acrylic acid